COC(=O)C=1C2=C(SC1C=O)C=CC(=C2)Br 5-bromo-2-formyl-benzo[b]thiophene-3-carboxylic acid methyl ester